BrC1=C(CN2C=NC=C2)C=CC=C1 1-(2-bromobenzyl)-1H-imidazole